N-(1-Isopropylazetidin-3-yl)-6-((5-methyl-3-(6-methylpyridin-3-yl)isoxazol-4-yl)methoxy)pyridazin-3-carboxamid C(C)(C)N1CC(C1)NC(=O)C=1N=NC(=CC1)OCC=1C(=NOC1C)C=1C=NC(=CC1)C